NC(COCC(C)N)C di(2-aminopropyl) ether